(S)-2-((2-((S)-7-(difluoromethyl)-5-oxo-4-oxa-6-azaspiro[2.4]heptan-6-yl)-5,6-dihydrobenzo[f]imidazo[1,2-d][1,4]oxazepin-9-yl)amino)propanamide FC([C@H]1N(C(OC12CC2)=O)C=2N=C1N(CCOC3=C1C=CC(=C3)N[C@H](C(=O)N)C)C2)F